2-[(12AR)-10-chloro-8-ethynyl-1,2,3,4,12,12a-hexahydro-6H-pyrazino[2,1-c][1,4]benzoxazepin-9-yl]-3-fluorophenol ClC1=C(C(=CC=2CN3[C@@H](COC21)CNCC3)C#C)C3=C(C=CC=C3F)O